Tert-Butyl N-[(E)-3-fluoro-2-[[1-oxo-2-[2-oxo-2-(2,2,2-trifluoroethylamino)ethyl]-3,4-dihydroisoquinolin-6-yl]oxymethyl]allyl]carbamate F/C=C(\CNC(OC(C)(C)C)=O)/COC=1C=C2CCN(C(C2=CC1)=O)CC(NCC(F)(F)F)=O